CO\N=C/1\C[C@H](N(C1)C(=O)C1=CC=C(C=C1)C1=C(C=CC=C1)C)CNC(C1=CC=CC=C1)=O (S,Z)-N-((4-(Methoxyimino)-1-(2'-methyl-[1,1'-biphenyl]-4-carbonyl)pyrrolidin-2-yl)methyl)benzamide